5-(Benzyl(methyl)amino)-2-(pyridin-2-yl)-4,5,6,7-tetrahydro-2H-indazol-3-ylbenzoate C(C1=CC=CC=C1)N(C1CC2=C(N(N=C2CC1)C1=NC=CC=C1)OC(C1=CC=CC=C1)=O)C